FC(CCS(=O)C(C(=O)N)C)(F)F [(3,3,3-trifluoropropyl)sulfinyl]propanamide